3-chlorophenylacetone ClC=1C=C(C=CC1)CC(C)=O